FC=1C=CC=C2CCN(C12)C=1C=C(SC1)C(C)(C)O 2-(4-(7-fluoro-indolin-1-yl)thiophen-2-yl)propan-2-ol